COC(C1=C(C=C(C=C1)N1N=CC(=C1)Br)C)=O 4-(4-bromopyrazol-1-yl)-2-methyl-benzoic acid methyl ester